C(C1=CC=CC=C1)N1[C@@H](CN(C[C@@H](C1)O)C(=O)OC(C)(C)C)CC(C)C tert-Butyl (3R,6R)-4-benzyl-6-hydroxy-3-isobutyl-1,4-diazepane-1-carboxylate